ClN(S(O)(=O)=O)Br N-chloro-N-bromosulfamic acid